C(C#C)[NH-] propargyl-aminID